4-((1R,5S)-3,8-diazabicyclo[3.2.1]octan-3-yl)-7-(8-ethylnaphthalen-1-yl)-8-fluoro-2-((tetrahydro-1H-pyrrolizin-7a(5H)-yl)methoxy)pyrido[4,3-d]pyrimidine [C@H]12CN(C[C@H](CC1)N2)C=2C1=C(N=C(N2)OCC23CCCN3CCC2)C(=C(N=C1)C1=CC=CC2=CC=CC(=C12)CC)F